C1(CCCCC1)CNC1=CC2=C(N=C(N=C2N[C@H](C)C2=C(C(=CC=C2)C(F)F)F)C)N=C1 (R)-N6-(cyclohexylmethyl)-N4-(1-(3-(difluoromethyl)-2-fluorophenyl)ethyl)-2-methylpyrido[2,3-d]Pyrimidine-4,6-diamine